(S,E)-4-(4-(2-(2-cyano-[1,1'-biphenyl]-3-yl)vinyl)-2-(2-hydroxyethoxy)-5-Methylbenzyl)piperidine-2-carboxylic acid C(#N)C1=C(C=CC=C1/C=C/C1=CC(=C(CC2C[C@H](NCC2)C(=O)O)C=C1C)OCCO)C1=CC=CC=C1